Methyl (S)-2-(2-fluoro-6-methyl-4-((R)-3-(trifluoromethyl)morpholino)benzamido)-3-(8-(1-methyl-2,4-dioxo-1,4-dihydropyrido[2,3-d]pyrimidin-3(2H)-yl)quinolin-5-yl)propanoate FC1=C(C(=O)N[C@H](C(=O)OC)CC2=C3C=CC=NC3=C(C=C2)N2C(N(C3=C(C2=O)C=CC=N3)C)=O)C(=CC(=C1)N1[C@H](COCC1)C(F)(F)F)C